C1(CC1)N(C1=CN=CN=N1)[C@H]1C[C@@H]2C[C@H]([C@H](C1)N2)F 6-{cyclopropyl[(1R,3S,5S,6R)-6-fluoro-8-azabicyclo[3.2.1]octan-3-yl]amino}-1,2,4-triazin